1,6-bis(4-amidino-phenoxy)-n-hexane C(N)(=N)C1=CC=C(OCCCCCCOC2=CC=C(C=C2)C(N)=N)C=C1